C(=O)O.C(C)C1=CC(=NC2=C1N=C(N=C2)N[C@@H]2CNC[C@H](C2)F)C2=CC(=C(C=C2)NS(=O)(=O)CCC(F)(F)F)F N-(4-(8-Ethyl-2-(((3S,5S)-5-fluoropiperidin-3-yl)amino)pyrido[3,2-d]pyrimidin-6-yl)-2-fluorophenyl)-3,3,3-trifluoropropane-1-sulfonamide formate